4-(((5,6,7,8-tetrabromonaphthalen-1-yl)amino)methyl)benzoic acid BrC1=C2C=CC=C(C2=C(C(=C1Br)Br)Br)NCC1=CC=C(C(=O)O)C=C1